N-((1S)-2-((4-(2-Methoxy-1-((S)-2-oxo-4-(trifluoromethyl)imidazolidin-1-yl)ethyl)pyridin-2-yl)amino)-1-((1r,4S)-4-methylcyclohexyl)-2-oxoethyl)-4-methyl-1,2,5-oxadiazole-3-carboxamide COCC(N1C(N[C@@H](C1)C(F)(F)F)=O)C1=CC(=NC=C1)NC([C@H](C1CCC(CC1)C)NC(=O)C1=NON=C1C)=O